C(CCCCCCCCC)[N+](CCC)(C)C 3-(Decyldimethylammonio)-propane